[C-]1(C=CC=C1)C(=O)C1=C(C=C(C=C1)OC)OC.[CH-]1C=CC=C1.[Fe+2] (2,4-dimethoxy)-phenyl ferrocenyl ketone